6-[bis(4-methoxybenzyl)aminocarbonyloxy]pyridine COC1=CC=C(CN(C(=O)OC2=CC=CC=N2)CC2=CC=C(C=C2)OC)C=C1